C(C)C1=CC=C(C=C1)C=1NC(=NN1)SC(C(C)=O)CC1=CC=CC=C1 3-((5-(4-ethylphenyl)-4H-1,2,4-triazol-3-yl)thio)-4-phenylbutan-2-on